(R)-4-((1R,3R,5s,6R)-6-(1-isopropyl-3-(3-(trifluoromethyl)phenyl)-1H-1,2,4-triazol-5-yl)bicyclo[3.1.0]hexane-3-yl)-3-methylmorpholine C(C)(C)N1N=C(N=C1C1[C@H]2CC(C[C@@H]12)N1[C@@H](COCC1)C)C1=CC(=CC=C1)C(F)(F)F